6-bromo-3-chloro-2-trifluoromethyl-imidazo[1,2-a]pyrazine BrC=1N=CC=2N(C1)C(=C(N2)C(F)(F)F)Cl